FC1=C(C=C(C=C1OC)OC)[C@H]1CCC=2C(=NNC2C1)[C@H]1[C@H](COC1)NC(C=C)=O N-((3R,4R)-4-((S)-6-(2-fluoro-3,5-dimethoxyphenyl)-4,5,6,7-tetrahydro-1H-indazol-3-yl)tetrahydrofuran-3-yl)acrylamide